C(C1=CC=CC=C1)OC(=O)N[C@@H](CCN(CCCCC1=CC=C2CCCN(C2=N1)C(=O)OC(C)(C)C)C[C@@H](COC)F)C(=O)OC tert-butyl 7-(4-(((S)-3-(((benzyloxy)carbonyl)amino)-4-methoxy-4-oxobutyl) ((S)-2-fluoro-3-methoxypropyl)amino) butyl)-3,4-dihydro-1,8-naphthyridine-1(2H)-carboxylate